C[C@H]1NC(C=2SC=3C=CC=4N=C(C=CC4C3C2NC1)C1=CC(=NC(=C1)C=C)N1CCOCC1)=O (15R)-15-methyl-5-(2-morpholino-6-vinyl-4-pyridyl)-11-thia-6,14,17-triazatetracyclo[8.8.0.0^2,7.0^12,18]octadeca-1(10),2(7),3,5,8,12(18)-hexaen-13-one